C(C=C)(=O)NC=1N=CC(=NC1)C=1C=C(C=NC1)C(C(=O)O)C 2-(5-(5-acrylamidopyrazin-2-yl)pyridin-3-yl)propionic acid